C(C)C1(CS(C2=C(N(C1)C1=CC=CC=C1)C=C(C(=C2)OCC(C(=O)O)(C)F)SC)(=O)=O)CC 3-((3,3-diethyl-7-(methylsulfanyl)-1,1-dioxo-5-phenyl-2,3,4,5-tetrahydro-1,5-benzothiazepin-8-yl)oxy)-2-fluoro-2-methylpropanoic acid